[N-](S(=O)(=O)C(F)(F)F)S(=O)(=O)C(F)(F)F.C(C)[N+](CCC)(CC)CC triethyl-propylammonium bis(trifluoromethanesulfonyl)imide salt